6-hydrazino-9-(naphthalene-1-yl)-8-(naphthalene-2-yl)-9H-purine N(N)C1=C2N=C(N(C2=NC=N1)C1=CC=CC2=CC=CC=C12)C1=CC2=CC=CC=C2C=C1